n-eicosyl mercaptan C(CCCCCCCCCCCCCCCCCCC)S